Methyl 2-[4-({[4-(benzyloxy)phenyl]amino}carbonyl)-1,5-dimethyl-1H-pyrrol-2-yl]-4-chloro-5-fluorobenzoate C(C1=CC=CC=C1)OC1=CC=C(C=C1)NC(=O)C=1C=C(N(C1C)C)C1=C(C(=O)OC)C=C(C(=C1)Cl)F